C(C)(=O)O[C@@H]1[C@@](SC(C1)N1C=NC2=NC(=NC(=C12)NC1CC1)NC(C)=O)(C#C)COC(C)=O (2R,3S)-5-(2-acetamido-6-(cyclopropylamino)-7H-purin-7-yl)-2-(acetoxymethyl)-2-ethynyltetrahydrothiophen-3-yl acetate